1-methyl-5-(4-nitro-2-vinylphenoxy)-1H-benzo[d][1,2,3]triazole CN1N=NC2=C1C=CC(=C2)OC2=C(C=C(C=C2)[N+](=O)[O-])C=C